N[C@H](C(=O)O)CCCNC(=N)N (2S)-2-amino-5-(carbamimidamido)pentanoic acid